ClC=1C=C(C=CC1F)NC([C@H](C1=CC=C(C=C1)C=1N=NN(N1)C)[C@@H]1CC(CC1)(F)F)=O (S)-N-(3-Chloro-4-fluorophenyl)-2-((S)-3,3-difluorocyclopentyl)-2-(4-(2-methyl-2H-tetrazol-5-yl)phenyl)acetamide